(R)-1-(2-(2-(methoxymethyl)pyrrolidin-1-yl)benzo[d]oxazol-6-yl)-4-oxo-6-(4-(pyrrolidin-1-yl)-3-(cyano)phenyl)-1,4-dihydropyridine-3-carboxylic acid ethyl ester C(C)OC(=O)C1=CN(C(=CC1=O)C1=CC(=C(C=C1)N1CCCC1)C#N)C1=CC2=C(N=C(O2)N2[C@H](CCC2)COC)C=C1